5-isopropyl-2-phenylbenzoxazole C(C)(C)C=1C=CC2=C(N=C(O2)C2=CC=CC=C2)C1